C(C1=CC=CC=C1)N1C(NC=C1)(C=1C=C(C=C(C1C(=O)O)C(=O)O)C(=O)O)C1=CC=CC=C1.C(C1=CC=CC=C1)N1C(=NC=C1)C1=CC=CC=C1 1-benzyl-2-phenylimidazole, 1-benzyl-2-phenylimidazoletrimellitic acid salt